BrC=1C=CC=C2C(N(C(=NC12)N1CCOCC1)C)=O 8-bromo-3-methyl-2-morpholino-quinazolin-4-one